C(CCCCCCCCCCCCCCCCC)C(C(=O)N)CCCCCCCCCCCCCC octadecyl-palmitamide